O(C1=CC=CC=C1)C1=CC=C(C(=O)N2C(C3=CC=CC=C3C2=O)=O)C=C1 2-(4-phenoxybenzoyl)isoindoline-1,3-dione